N-{[2-(cyclopropylmethoxy)phenyl]methyl}-5-{2-acetamidoimidazo[1,2-b]pyridazin-6-yl}-2-methylpyridine-3-carboxamide C1(CC1)COC1=C(C=CC=C1)CNC(=O)C=1C(=NC=C(C1)C=1C=CC=2N(N1)C=C(N2)NC(C)=O)C